((difluoromethoxy)methyl)pyrrolidin FC(OCN1CCCC1)F